CC1=C(C=NO1)C=1C=CC=2N(N1)C(=CN2)C2=CC=CC(=N2)NC2CC1(CNC1)C2 N-(6-(6-(5-methylisoxazol-4-yl)imidazo[1,2-b]pyridazin-3-yl)pyridin-2-yl)-2-azaspiro[3.3]heptan-6-amine